C(CCCCCCCCC)[O-].[Mg+2].C(CCCCCCCCC)[O-] Magnesium decanolat